ClC=1C=C(C=C(C1)NS(=O)(=O)C)NC(=O)C=1SC(=C(C1)C1=NC=C(C=C1O[C@H](C)C=1C=NC=C(C1)F)F)C (R)-N-(3-chloro-5-(methylsulfonamido)phenyl)-4-(5-fluoro-3-(1-(5-fluoropyridin-3-yl)ethoxy)pyridin-2-yl)-5-methylthiophene-2-carboxamide